4-fluorobenzyl-hydrazine FC1=CC=C(CNN)C=C1